ethyl ((R or S)-((((2S,5S)-5-(5-methyl-2,4-dioxo-3,4-dihydropyrimidin-1(2H)-yl)-2,5-dihydrofuran-2-yl)oxy)methyl) (phenoxy)phosphoryl)-L-alaninate CC=1C(NC(N(C1)[C@@H]1C=C[C@@H](O1)OC[P@@](=O)(OC1=CC=CC=C1)N[C@@H](C)C(=O)OCC)=O)=O |o1:14|